BrC1=NN(C(=N1)OC1=CC(=C(C=C1)Cl)C(F)(F)F)C(C)C 3-bromo-5-[4-chloro-3-(trifluoromethyl)phenoxy]-1-(prop-2-yl)-1H-1,2,4-triazole